C(C1=CC=CC=C1)ON[C@@H]1CC[C@H](NC1)C(=O)N (2S,5R)-5-[(benzyloxy)amino]piperidine-2-formamide